CC(C)(C)C1=C(C(=CC(=C1)CCCOP1OC2=C(C3=C(O1)C(=CC(=C3)C(C)(C)C)C(C)(C)C)C=C(C=C2C(C)(C)C)C(C)(C)C)C)O 2-(1,1-Dimethylethyl)-6-methyl-4-[3-[[2,4,8,10-tetrakis(1,1-dimethylethyl)dibenzo[d,f][1,3,2]dioxaphosphepin-6-yl]oxy]propyl]phenol